6-(4-(4-(tert-Pentyl)phenyl)butan-2-yl)-2-thia-6-azaspiro[3.4]octane 2,2-dioxide C(C)(C)(CC)C1=CC=C(C=C1)CCC(C)N1CC2(CS(C2)(=O)=O)CC1